CN1N=C(C=C1C(=O)N)C(=O)N methyl-1H-Pyrazole-3,5-dicarboxamide